COC1=C(C=CC(=C1)C)C1=NNC(C2=CC(=CC=C12)C)=O 4-(2-methoxy-4-methylphenyl)-7-methylphthalazin-1(2H)-one